tert-butyl 3-(4-bromophenyl)-8-((1,3-dioxoisoindolin-2-yl)methyl)-1-(2-ethoxy-2-oxoethyl)-5,6-dihydroimidazo[1,5-a]pyrazine-7(8H)-carboxylate BrC1=CC=C(C=C1)C1=NC(=C2N1CCN(C2CN2C(C1=CC=CC=C1C2=O)=O)C(=O)OC(C)(C)C)CC(=O)OCC